COC(=O)C1CN(SC=2N1C(C=C(C2C2=CC(=CC=C2)C(F)(F)F)CC2=CC=CC1=CC=CC=C21)=O)CC.CC2=CC=C(C=C2)\C=C\C(=O)C2=CC=C(C=C2)C 4,4'-dimethyl-chalcone Methyl-2-ethyl-8-(naphthalen-1-ylmethyl)-6-oxo-9-(3-(trifluoromethyl)phenyl)-3,4-dihydro-2H,6H-pyrido[1,2-e][1,2,5]thiadiazine-4-carboxylate